2,3,5,6-tetrafluorophenyl-3-((((9H-fluoren-9-yl)methoxy)carbonyl)amino)-propanoate FC1=C(C(=C(C=C1F)F)F)OC(CCNC(=O)OCC1C2=CC=CC=C2C=2C=CC=CC12)=O